5-bromo-2,3-dihydrospiro[indene-1,2'-oxirane] BrC=1C=C2CCC3(OC3)C2=CC1